BrC1=CC=C(N(C)C2CCN(CC2)C(=O)OC(C)(C)C)C=C1 tert-butyl 4-(4-bromo-N-methyl-anilino)piperidine-1-carboxylate